N-[5-(8-dimethylamino-2-oxo-8-phenyl-1,3-diazaspiro[4.5]decan-3-yl)-pyrimidin-2-yl]-N-methyl-cyclopropanecarboxylic acid amide CN(C1(CCC2(CN(C(N2)=O)C=2C=NC(=NC2)N(C(=O)C2CC2)C)CC1)C1=CC=CC=C1)C